(S)-2-(methyl-d3)pentan-1,1-d2-1-ol C([C@H](C(O)([2H])[2H])CCC)([2H])([2H])[2H]